2-(6-(((1S,2S,5R)-8-(2-Hydroxyethyl)-8-azabicyclo[3.2.1]octan-2-yl)amino)pyridazin-3-yl)-3-methyl-5-(trifluoromethyl)phenol OCCN1[C@@H]2[C@H](CC[C@@H]1CC2)NC2=CC=C(N=N2)C2=C(C=C(C=C2C)C(F)(F)F)O